C(C)(C)OC=1C(=CC=2C(N1)=NN(C2)[C@H]2COCCC2)C(=O)NC=2C=NN1C2N=CC=C1 (R)-6-Isopropoxy-N-(pyrazolo[1,5-a]pyrimidin-3-yl)-2-(tetrahydro-2H-pyran-3-yl)-2H-pyrazolo[3,4-b]pyridine-5-carboxamide